[Ga].[In].[Sn] tin-indium-gallium